N'-((1,2,3,5,6,7-hexahydro-s-indacen-4-yl)carbamoyl)-5-phenylthiophene-2-sulfonimidamide C1CCC2=C(C=3CCCC3C=C12)NC(=O)N=S(=O)(N)C=1SC(=CC1)C1=CC=CC=C1